ClC1=C(C(=O)N)C(=CC(=C1)C(F)(F)F)Cl 2,6-dichloro-4-(trifluoromethyl)benzamide